cerium-bismuth [Bi].[Ce]